FC(C1=C(C=CC(=C1)C(F)(F)F)[C@H](C)N1N=CC(=C1)NC(=O)C1=NNC(=C1)C1=NC=CN=C1)(F)F (S)-N-(1-(1-(2,4-bis(trifluoromethyl)phenyl)ethyl)-1H-pyrazol-4-yl)-5-(pyrazin-2-yl)-1H-pyrazole-3-carboxamide